4-((6-((t-butoxycarbonyl)(cyclobutyl)amino)pyrimidin-4-yl)oxy)-2-(3,4-dihydroisoquinolin-2(1H)-yl)cyclopentyl acetate C(C)(=O)OC1C(CC(C1)OC1=NC=NC(=C1)N(C1CCC1)C(=O)OC(C)(C)C)N1CC2=CC=CC=C2CC1